N-(1-methylpyrrolidin-3-yl)-4-(tetrahydro-2H-pyran-4-yl)-3,4-dihydroquinoxaline-1(2H)-carboxamide CN1CC(CC1)NC(=O)N1CCN(C2=CC=CC=C12)C1CCOCC1